tert-butyl 3-(((2-((7-bromo-6-chloro-8-fluoro-2-(((2R,7aS)-2-fluorotetrahydro-1H-pyrrolizin-7a(5H)-yl)methoxy)-4-hydroxyquinazolin-5-yl)oxy)ethyl)amino)methyl)azetidine-1-carboxylate BrC1=C(C(=C2C(=NC(=NC2=C1F)OC[C@]12CCCN2C[C@@H](C1)F)O)OCCNCC1CN(C1)C(=O)OC(C)(C)C)Cl